(3S)-3-{6-[(2R,4S)-4-fluoro-2-[5-fluoro-2-(methylsulfanyl)phenyl]pyrrolidin-1-yl]imidazo[1,2-b]pyridazine-3-amido}pyrrolidine-1-carboxylic acid tert-butyl ester C(C)(C)(C)OC(=O)N1C[C@H](CC1)NC(=O)C1=CN=C2N1N=C(C=C2)N2[C@H](C[C@@H](C2)F)C2=C(C=CC(=C2)F)SC